1,2-Cyclohexanedicarboxylic acid, 1-methyl ester C1(C(CCCC1)C(=O)[O-])C(=O)OC